FC(CN1CC2=C(CC1)C(=NN2)C(=O)N2CCC(CC2)C2=C(C=CC=C2)C(F)(F)F)(F)F (6-(2,2,2-trifluoroethyl)-4,5,6,7-tetrahydro-1H-pyrazolo[3,4-c]pyridin-3-yl)(4-(2-(trifluoromethyl)phenyl)piperidin-1-yl)methanone